(S) or (R)-N'-((1,2,3,5,6,7-hexahydro-s-indacen-4-yl)carbamoyl)-6-methyl-4,5,6,7-tetrahydrothieno[2,3-c]pyridine-2-sulfonimidamide C1CCC2=C(C=3CCCC3C=C12)NC(=O)N=[S@@](=O)(N)C1=CC2=C(CN(CC2)C)S1 |o1:16|